BrC=1C(=CC=C2C=CC(=NC12)Cl)O 8-bromo-2-chloroquinolin-7-ol